3-(((R)-8-chloro-1-methyl-2,3-dihydro-1H-cyclopenta[c]cinnolin-7-yl)ethynyl)-5-(methylamino)-1H-pyrazole-4-carboxamide ClC1=CC=2C3=C(N=NC2C=C1C#CC1=NNC(=C1C(=O)N)NC)CC[C@H]3C